(R)-2-((1-(3,6-dimethyl-2-(6-(1-methyl-1H-pyrazol-4-yl)pyridin-3-yl)-4-oxo-4H-chromen-8-yl)ethyl)amino)benzoic acid CC1=C(OC2=C(C=C(C=C2C1=O)C)[C@@H](C)NC1=C(C(=O)O)C=CC=C1)C=1C=NC(=CC1)C=1C=NN(C1)C